tert-Butyl ((S)-(7-((R*)-1-amino-2-cyanoethyl)imidazo[1,2-b]pyridazin-2-yl)(4,4-difluorocyclohexyl)methyl)carbamate N[C@H](CC#N)C1=CC=2N(N=C1)C=C(N2)[C@H](C2CCC(CC2)(F)F)NC(OC(C)(C)C)=O |o1:1|